NC=1NC(C=2N(C(N(C2N1)[C@@H]1O[C@@H]([C@@H]([C@H]1O)O)CO)=O)C)=O 2-amino-9-((2r,3r,4r,5r)-3,4-dihydroxy-5-(hydroxymethyl)tetrahydrofuran-2-yl)-7-methyl-7,9-dihydro-1H-purine-6,8-dione